tert-butyl 4-(3-(5-bromo-1,3,4-thiadiazol-2-yl)-3,8-diazabicyclo[3.2.1]octan-8-yl)piperidine-1-carboxylate BrC1=NN=C(S1)N1CC2CCC(C1)N2C2CCN(CC2)C(=O)OC(C)(C)C